O(C1=CC=CC=C1)C=1C=C(OC=2C=C(C=CC2)C2=CC=CC=C2)C=CC1 m-(m-phenoxyphenoxy)biphenyl